3-(5-(3-((1-(((3S,7aR)-7a-(hydroxymethyl)hexahydro-1H-pyrrolizin-3-yl)methyl)piperidin-4-yl)oxy)propyl)-3-methyl-2-oxo-2,3-dihydro-1H-benzo[d]imidazol-1-yl)piperidine-2,6-dione OC[C@@]12CCCN2[C@@H](CC1)CN1CCC(CC1)OCCCC1=CC2=C(N(C(N2C)=O)C2C(NC(CC2)=O)=O)C=C1